3-(2-(5-(4-fluorobenzylidene)-3-(2-fluorophenyl)-4-oxothiazolidine-2-ylidene)hydrazono)-5-bromoindol-2-one FC1=CC=C(C=C2C(N(C(S2)=NN=C2C(NC3=CC=C(C=C23)Br)=O)C2=C(C=CC=C2)F)=O)C=C1